(3S)-1-(benzylamino)-3-((tert-butoxycarbonyl)amino)-1-oxo-4-(pyridin-3-yl)butan-2-yl acetate C(C)(=O)OC(C(=O)NCC1=CC=CC=C1)[C@H](CC=1C=NC=CC1)NC(=O)OC(C)(C)C